4-(5-(difluoromethyl)-2-((5-methoxy-7-methyl-1H-indol-4-yl)methyl)octahydrocyclopenta[c]pyrrol-1-yl)benzoic acid FC(C1CC2C(C(N(C2)CC2=C3C=CNC3=C(C=C2OC)C)C2=CC=C(C(=O)O)C=C2)C1)F